C1(=CC=CC=C1)C(=CCCO)C1=CC=CC=C1 4,4-diphenyl-3-buten-1-ol